(2-hexylcyclopropyl)methyl-10-{[4-(dimethylamino)butanoyl]oxy}nonadecanoate C(CCCCC)C1C(C1)COC(CCCCCCCCC(CCCCCCCCC)OC(CCCN(C)C)=O)=O